FC1([C@H](C12CCN(CC2)S(=O)(=O)N)C2=NOC(=N2)C2=NC=CC=C2)F (2R)-1,1-Difluoro-2-[5-(pyridin-2-yl)-1,2,4-oxadiazol-3-yl]-6-azaspiro[2.5]octan-6-sulfonamid